2-propenyl-hydroxylamine C(C=C)NO